tert-butyl 4-[2-fluoro-4-(4-fluoro-2-oxo-3H-indol-1-yl)cyclohexyl]piperazine-1-carboxylate FC1C(CCC(C1)N1C(CC2=C(C=CC=C12)F)=O)N1CCN(CC1)C(=O)OC(C)(C)C